C(C)(C)(C)OC(=O)N1C[C@H](CC1)CNC1CC1.C1(=CC=CC=C1)CC[Si](N(C)C)(C)C phenylethyldimethyl-(dimethylamino)silane tert-butyl-(3R)-3-[(cyclopropylamino)methyl]pyrrolidine-1-carboxylate